C(C)C1=C(C=CC(=C1CC)OC(C)C)O 2,3-Diethyl-4-isopropoxy-phenol